5-[1-(oxan-2-yl)pyrazol-4-yl]pyridine-2-carboxamide O1C(CCCC1)N1N=CC(=C1)C=1C=CC(=NC1)C(=O)N